ClC=1C=C(C=CC1)[C@H]1C[C@]2([C@@]3(N([C@@H]1C1=CC=C(C=C1)Cl)[C@H]([C@@H](O3)C)CC)OC(C2)=O)C (2S,3S,5S,6R,7aR,10aS)-6-(3-Chlorophenyl)-5-(4-chlorophenyl)-3-ethyl-2,7a-dimethylhexahydrofuro[2,3-b]oxazolo[3,2-a]pyridin-9(5H)-one